ClC=1N=C(C2=C(N1)N(CC2)C2=CC=C(C=C2)F)NC 2-chloro-7-(4-fluorophenyl)-N-methyl-5,6-dihydropyrrolo[2,3-d]Pyrimidin-4-amine